7-(2-(2-bromo-4-fluorophenyl)-2-(methylimino)ethyl)-5-(quinolin-3-yl)-7H-pyrrolo[2,3-d]pyrimidin-4-amine BrC1=C(C=CC(=C1)F)C(CN1C=C(C2=C1N=CN=C2N)C=2C=NC1=CC=CC=C1C2)=NC